4-(1-Methylpropoxy)-6-isopropoxyindole-2-carboxylic acid methyl ester COC(=O)C=1NC2=CC(=CC(=C2C1)OC(CC)C)OC(C)C